ClC1=C(C=CC=C1)NC(=O)N1CCC(CC1)N1CC(C1)(N1N=CC(=C1)C1=C2C(=NC=C1)NC=C2)CC#N N-(2-chlorophenyl)-4-{3-(cyanomethyl)-3-[4-(1H-pyrrolo[2,3-b]pyridin-4-yl)-1H-pyrazol-1-yl]azetidin-1-yl}piperidine-1-carboxamide